C1(CCC1)CC(=O)OC[C@]1(O[C@H]([C@@H]([C@@H]1O)O)C1=CC=C2C(=NC=NN21)N)C#N ((2R,3S,4R,5S)-5-(4-aminopyrrolo[2,1-f][1,2,4]triazin-7-yl)-2-cyano-3,4-dihydroxytetrahydrofuran-2-yl)methyl 2-cyclobutylacetate